FC=1C=C(C=CC1OC1=CC=NC2=CC(=CC=C12)C(NOCCO)=O)NC(=O)C1(CC1)C(=O)NC1=CC=C(C=C1)F 1-N'-[3-fluoro-4-[7-(2-hydroxyethoxycarbamoyl)quinolin-4-yl]oxyphenyl]-1-N-(4-fluorophenyl)cyclopropane-1,1-dicarboxamide